C1(CCC1)C(=O)N1[C@H]([C@H](CCC1)NS(=O)(=O)C)COC1CCN(CC1)C1=C(C=CC=C1)F N-(cis-1-(cyclobutylcarbonyl)-2-(((1-(2-fluorophenyl)piperidin-4-yl)oxy)methyl)piperidin-3-yl)methanesulfonamide